1-[3-(difluoromethyl)-6-[6-methoxy-5-[[6-[rac-1-methyl-2-oxo-pyrrolidin-3-yl]pyridazin-3-yl]amino]benzimidazol-1-yl]-2-pyridyl]-5-methyl-pyrazole-3-carbonitrile FC(C=1C(=NC(=CC1)N1C=NC2=C1C=C(C(=C2)NC=2N=NC(=CC2)[C@@H]2C(N(CC2)C)=O)OC)N2N=C(C=C2C)C#N)F |r|